C(C)(C)(C)OC(=O)N1CC(CC(C1)=O)=O 3,5-dioxo-piperidine-1-carboxylic acid tert-butyl ester